6-(1-isopropyl-4-methoxy-1H-pyrazol-5-yl)-1-(4-(5-methyl-3-(trifluoromethyl)-1H-pyrazol-1-yl)benzyl)-1H-pyrazolo[3,4-d]pyrimidine C(C)(C)N1N=CC(=C1C1=NC=C2C(=N1)N(N=C2)CC2=CC=C(C=C2)N2N=C(C=C2C)C(F)(F)F)OC